ClC1=C(C=C2C=C(N=CC2=C1)NC(CC1=NC=CC=C1)=O)C1CCN(CC1)[C@@]1(COC[C@@H]1O)C N-(7-chloro-6-(1-((3R,4R)-4-hydroxy-3-methyltetrahydrofuran-3-yl)piperidin-4-yl)isoquinolin-3-yl)-2-(pyridin-2-yl)acetamide